lithium (bis(trifluoromethylsulfonyl)imide) [N-](S(=O)(=O)C(F)(F)F)S(=O)(=O)C(F)(F)F.[Li+]